N-(5-((4-chlorobenzyl)oxy)-1,3,4-thiadiazol-2-yl)-2-(1,4-oxazepan-4-yl)nicotinamide ClC1=CC=C(COC2=NN=C(S2)NC(C2=C(N=CC=C2)N2CCOCCC2)=O)C=C1